N[C@@H](CO)CC1=C(C=CC=C1)Br (2R)-2-amino-3-(2-bromophenyl)propan-1-ol